O=S1(CCC(CC1)NC1=NC=C2N=C(N(C2=N1)C1CCC(CC1)C(=O)N)NC1=C(C=C(C=C1Cl)Cl)Cl)=O (1s,4s)-4-(2-((1,1-dioxidotetrahydro-2H-thiopyran-4-yl)amino)-8-((2,4,6-trichlorophenyl)amino)-9H-purin-9-yl)cyclohexane-1-carboxamide